(6-methoxy-3-pyridyl)acetaldehyde COC1=CC=C(C=N1)CC=O